C1(=CC=C(C=C1)N(C1=CC=C(C=C1)C1=CC(=C(C=C1)C1=CC=CC=C1)C1=CC=CC=C1)C1=CC=C(C=C1)C1=CC=C(C=C1)C1=CC=CC2=CC=CC=C12)C1=CC=CC=C1 biphenyl-4-yl-{4'-(naphthalene-1-yl)-biphenyl-4-yl}-(2'-phenyl-[1,1':4',1'']terphenyl-4''-yl)-amine